ClC=1N=C2C(=CC(N(C2=CC1OCCO)C)=O)N1CCC(CC1)C=1OC2=C(N1)C=C(C=C2)C 6-chloro-7-(2-hydroxyethoxy)-1-methyl-4-(4-(5-methylbenzo[d]oxazol-2-yl)piperidin-1-yl)-1,5-naphthyridin-2(1H)-one